FC=1C(=C(C=CC1)NC1=C(NC2=C1C(NCC2)=O)C2=C(C=NC=C2)OCC2CCN1C2=NC=C1)OC 3-[(3-fluoro-2-methoxyphenyl)amino]-2-(3-[5H,6H,7H-pyrrolo[1,2-a]imidazol-7-ylmethoxy]pyridin-4-yl)-1H,5H,6H,7H-pyrrolo[3,2-c]pyridin-4-one